ClC1=NC(=NC(=C1Cl)Cl)I 4,5,6-trichloro-2-iodo-pyrimidine